C(N)(=O)C1(COC2=C(N=C(C=C21)C(CNC(OC(C)(C)C)=O)(C(F)(F)F)O)C2=CC=C(C=C2)F)C tert-butyl (2-(3-carbamoyl-7-(4-fluorophenyl)-3-methyl-2,3-dihydrofuro[2,3-c]pyridin-5-yl)-3,3,3-trifluoro-2-hydroxypropyl)carbamate